IC=1C=NC(=NC1)NC=1C=NN(C1)C(C#N)C 2-(4-((5-iodopyrimidin-2-yl)amino)-1H-pyrazol-1-yl)propionitrile